N-((2-(3,3-dimethoxycyclopentyl)thiazol-5-yl)methyl)-11-oxo-10,11-dihydrodibenzo[b,f][1,4]thiazepine-8-carboxamide 5,5-dioxide COC1(CC(CC1)C=1SC(=CN1)CNC(=O)C1=CC2=C(S(C3=C(C(N2)=O)C=CC=C3)(=O)=O)C=C1)OC